OC1=CC=C(C2OC3=CC(=CC(=C3C(C2)=O)O)OC2[C@H](O)[C@@H](O)[C@H](O)[C@H](O2)CO)C=C1 4',5-dihydroxy-7-glucosyloxyflavanone